1-((2-(2-methyl-[1,1'-biphenyl]-3-yl)-1H-benzo[d]imidazol-5-yl)methyl)piperidine-2-carboxylic acid CC1=C(C=CC=C1C1=NC2=C(N1)C=CC(=C2)CN2C(CCCC2)C(=O)O)C2=CC=CC=C2